((dimethylamino)methyl)-2-((stearoyloxy)methyl)propane-1,3-diyl ditetradecanoate C(CCCCCCCCCCCCC)(=O)OCC(C(CN(C)C)OC(CCCCCCCCCCCCC)=O)COC(CCCCCCCCCCCCCCCCC)=O